ClC1=C2C(=CNC2=C(C=C1)N1CCC(CC1)C1=CC=C(C=C1)N1CCC(CC1)C1OCCO1)C#N 4-chloro-7-(4-{4-[4-(1,3-dioxolan-2-yl)piperidin-1-yl]phenyl}piperidin-1-yl)-1H-indole-3-carbonitrile